acryloxypropyl-triiodosilane C(C=C)(=O)OCCC[Si](I)(I)I